tert-Butyl 2-(bromomethyl)-5,7-dihydro-6H-pyrrolo[3,4-b]pyridine-carboxylate BrCC1(C=CC2=C(N1)CNC2)C(=O)OC(C)(C)C